OCCN1CCN(CC1)CCCC(=O)OCC1=CC(=CC(=C1)OCCCCCCCCCCCCC)OCC(CCCC)CC 3-((2-ethylhexyl)oxy)-5-(tridecyloxy)benzyl 4-(4-(2-hydroxyethyl)piperazin-1-yl)butanoate